2-(tertiary butylamino)-3-hydroxy-3-phenyl-propionamide C(C)(C)(C)NC(C(=O)N)C(C1=CC=CC=C1)O